CN1N=C(C=C1)C1=NC(=NC=2CC(CCC12)NC(C=C)=O)C1=CC=CC=C1 N-(4-(1-methyl-1H-pyrazol-3-yl)-2-phenyl-5,6,7,8-tetrahydroquinazolin-7-yl)acrylamide